(S)-N-((S)-1-cyano-2-((S)-2-oxopyrrolidin-3-yl)ethyl)-6-((S)-3,3-dimethyl-2-(2,2,2-trifluoroacetamido)butanoyl)-6-azaspiro[2.5]octane-5-carboxamide C(#N)[C@H](C[C@H]1C(NCC1)=O)NC(=O)[C@@H]1CC2(CC2)CCN1C([C@H](C(C)(C)C)NC(C(F)(F)F)=O)=O